(2R,4R)-1-(3-chloro-2-fluorobenzoyl)-2-ethyl-4-((3-fluoro-6-((5-methyl-1H-pyrazol-3-yl)amino)pyridin-2-yl)methyl)piperidine-4-carboxylic acid ClC=1C(=C(C(=O)N2[C@@H](C[C@@](CC2)(C(=O)O)CC2=NC(=CC=C2F)NC2=NNC(=C2)C)CC)C=CC1)F